N=1C(=CN2C1C=CC=C2)C(=O)N2CCC1(C(C1)CNC(=O)C1=CC=3C(=CN=CC3)O1)CC2 N-[[6-(imidazo[1,2-a]pyridine-2-carbonyl)-6-azaspiro[2.5]octan-2-yl]methyl]furo[2,3-c]pyridine-2-carboxamide